ClC=1C=C(C=CC1Cl)[C@@H]1N(OCC1)C1=CC(=NC=N1)NC=1C(=CC(=C(C1)NC(C=C)=O)N1[C@H]2CN([C@@H](C1)C2)C)OC N-(5-((6-((R)-3-(3,4-dichlorophenyl)isoxazolidine-2-yl)pyrimidine-4-yl)amino)-4-methoxy-2-((1R,4R)-5-methyl-2,5-diazabicyclo[2.2.1]hept-ane-2-yl)phenyl)acrylamide